FC=1C=C(C=CC1N1N=C(C=C1C(C)C)C(F)(F)F)CN (3-fluoro-4-(5-isopropyl-3-(trifluoromethyl)-1H-pyrazol-1-yl)phenyl)methanamine